C(C=C)(=O)N1C[C@@H](N(CC1)C=1C2=C(N(C(N1)=O)C1=C(C=CC=C1S(=O)(=O)C)C(C)C)N=C(C(=C2)F)C2=CN=CN2C)C (S)-4-(4-Acryloyl-2-methylpiperazin-1-yl)-6-fluoro-1-(2-isopropyl-6-(methylsulfonyl)phenyl)-7-(1-methyl-1H-imidazol-5-yl)pyrido[2,3-d]pyrimidin-2(1H)-one